CC(COCCCCN)C 4-(2-methylpropyloxy)-butylamine